1-(phenanthrene-3-carbonyl)piperazine-2,3-dicarboxylic acid C1=CC(=CC=2C3=CC=CC=C3C=CC12)C(=O)N1C(C(NCC1)C(=O)O)C(=O)O